COCC=1C=CC2=C(N=C(O2)C2(CCNCC2)C)C1 5-(methoxymethyl)-2-(4-methylpiperidin-4-yl)-1,3-benzoxazole